C(C1=CC=CC=C1)OC1=CC2=C(C(C(=CO2)C2=CC=C(C=C2)OC)=O)C=C1 7-benzyloxy-3-(4-methoxyphenyl)-4H-benzopyran-4-one